5-(4-((4-((4-(3-amino-4-nitrophenyl)piperazin-1-yl)methyl)piperidin-1-yl)methyl)-4-fluoropiperidin-1-yl)-2-(2,6-dioxopiperidin-3-yl)-6-fluoroisoindoline-1,3-dione NC=1C=C(C=CC1[N+](=O)[O-])N1CCN(CC1)CC1CCN(CC1)CC1(CCN(CC1)C=1C=C2C(N(C(C2=CC1F)=O)C1C(NC(CC1)=O)=O)=O)F